FC(CN1N=NC2=C1C=C(C=C2)C2=CNC=1N=C(N=C(C12)OC)NC1CCC(CC1)C(=O)N(C)C)F (1s,4s)-4-((5-(1-(2,2-difluoroethyl)-1H-benzo[d][1,2,3]triazol-6-yl)-4-methoxy-7H-pyrrolo[2,3-d]pyrimidin-2-yl)amino)-N,N-dimethylcyclohexane-1-carboxamide